ClC=1C=C2N=C(C(=NC2=CC1)C(=O)[O-])C(=O)[O-] 6-chloroquinoxaline-2,3-dicarboxylate